cyclobutyl(6-(2-methyl-2H-pyrazolo[3,4-b]pyridin-5-yl)thieno[2,3-b]pyridin-2-yl)methanol C1(CCC1)C(O)C1=CC=2C(=NC(=CC2)C2=CC=3C(N=C2)=NN(C3)C)S1